FC1=CC(=C(C=C1)C=1C2=C(C(=NC1C1=CC(=CC=C1)NC(C=C)=O)C=1C=C3CCN(CC3=CC1)C(=O)OC(C)(C)C)C=CS2)OCCOC tert-butyl 6-[7-[4-fluoro-2-(2-methoxy ethoxy)phenyl]-6-[3-(prop-2-enoylamino)phenyl]thieno[3,2-c]pyridin-4-yl]-3,4-dihydro-1H-isoquinoline-2-carboxylate